1-(1-acryloylazetidin-3-yl)-4-amino-N-(5-chlorobenzo[d]oxazol-2-yl)-1H-pyrazolo[3,4-d]pyrimidine-3-carboxamide C(C=C)(=O)N1CC(C1)N1N=C(C=2C1=NC=NC2N)C(=O)NC=2OC1=C(N2)C=C(C=C1)Cl